CN1CCNCC1 (S)-methyl-piperazine